tert-butyl (2R,5S)-2-[3-[2-(dimethylamino)ethoxy]-4-fluoro-phenyl]-5-methyl-piperidine-1-carboxylate CN(CCOC=1C=C(C=CC1F)[C@@H]1N(C[C@H](CC1)C)C(=O)OC(C)(C)C)C